6-(Imidazo[1,2-a]pyridin-3-carbonyl)-N-(3-(2-(pyrrolidin-1-yl)ethoxy)-5-(trifluoromethyl)phenyl)-4,5,6,7-tetrahydrothieno[2,3-c]pyridin-3-carboxamid N=1C=C(N2C1C=CC=C2)C(=O)N2CC1=C(CC2)C(=CS1)C(=O)NC1=CC(=CC(=C1)C(F)(F)F)OCCN1CCCC1